ClC=1C=C(C=CC1OC(F)(F)F)N1C(=NC=2C1=NC(=CC2)N2CCOCC2)C#C 4-(3-(3-chloro-4-(trifluoromethoxy)phenyl)-2-ethynyl-3H-imidazo[4,5-b]pyridin-5-yl)morpholine